acryloyloxyethyl Phenyl hydrogen phosphate P(=O)(OCCOC(C=C)=O)(OC1=CC=CC=C1)O